BrC=1C=C2[C@@H](C[C@@H](N(C2=CC1)C(C)=O)C)NC1=CC=C(C=C1)Cl 1-((2S,4R)-6-bromo-4-((4-chlorophenyl)amino)-2-methyl-3,4-dihydroquinolin-1(2H)-yl)ethan-1-one